(R)-4-[(4-methoxybenzyl)oxy]butane-1,2-diol COC1=CC=C(COCC[C@H](CO)O)C=C1